6-isopropyl-7-methyl-furo[2,3-b]pyrazine-2-carbaldehyde C(C)(C)C1=C(C=2C(=NC=C(N2)C=O)O1)C